CC1CCNCC1 (3S,4S)-4-Methylpiperidin